C(=O)[O-].ClC1=C(C(=O)N2CCN(CC2)C(=O)[C@H]2[N+](C[C@@](C2)(C)O)(C)C)C=CC(=C1)NC(=O)C=1N(C(=CN1)C1=C(C(=C(C=C1)OCC#N)F)F)C (2S,4S)-2-(4-(2-chloro-4-(5-(4-(cyanomethoxy)-2,3-difluorophenyl)-1-methyl-1H-imidazole-2-carboxamido)benzoyl)piperazine-1-carbonyl)-4-hydroxy-1,1,4-trimethylpyrrolidin-1-ium formate